1-((6-cyclopropylimidazo[1,2-a]pyridin-2-yl)methyl)-3-(difluoromethyl)-1H-pyrazole C1(CC1)C=1C=CC=2N(C1)C=C(N2)CN2N=C(C=C2)C(F)F